N-(3-(2-amino-8-methyl-7-oxo-7,8-dihydropyrido[2,3-d]pyrimidin-6-yl)-2,4-difluorophenyl)-3,5-dimethyl-1H-pyrazole-4-sulfonamide NC=1N=CC2=C(N1)N(C(C(=C2)C=2C(=C(C=CC2F)NS(=O)(=O)C=2C(=NNC2C)C)F)=O)C